C(C)(C)(C)OC(=O)N1CC(C1)N1C(N(C2=C1C=CC(=C2)F)CC2=NC=C(C=C2)C=2OC(=NN2)C(F)F)=O 3-(3-((5-(5-(Difluoromethyl)-1,3,4-oxadiazol-2-yl)pyridin-2-yl)methyl)-5-fluoro-2-oxo-2,3-dihydro-1H-benzo[d]imidazol-1-yl)azetidine-1-carboxylic acid tert-butyl ester